C(C=C)(=O)N1C[C@@H](C[C@@H]1C)N1C(=C(C2=C1N=CN=C2N)C(=O)N[C@H](C)C2=CC=CC=C2)C#CC 7-((3R,5S)-1-acryloyl-5-methylpyrrolidin-3-yl)-4-amino-N-((R)-1-phenylethyl)-6-(prop-1-yn-1-yl)-7H-pyrrolo[2,3-d]pyrimidine-5-carboxamide